tert-Butyl 4-(4,6,7-trichlorophthalazin-1-yl)piperazine-1-carboxylate ClC1=NN=C(C2=CC(=C(C=C12)Cl)Cl)N1CCN(CC1)C(=O)OC(C)(C)C